2-dimethylamino-ethyl chloride hydrochloride Cl.CN(CCCl)C